4-(dimethylamino)-1,1-dimethoxy-3-buten-2-one CN(C=CC(C(OC)OC)=O)C